ClC=1C=C2C=C(NC2=CC1)C1=NN=C(O1)CC1CCC(CC1)N (1r,4r)-4-((5-(5-chloro-1H-indol-2-yl)-1,3,4-oxadiazol-2-yl)methyl)cyclohexane-1-amine